O=C1NC(CCC1N1C(C2=CC=CC(=C2C1)OCCCN1[C@H](CCC1)C(=O)N1CCC(CC1)(C#N)C1=CC=C(C=C1)C(F)(F)F)=O)=O 1-((3-((2-(2,6-dioxopiperidin-3-yl)-1-oxoisoindol-4-yl)oxy)propyl)-D-prolyl)-4-(4-(trifluoromethyl)phenyl)piperidine-4-carbonitrile